N-(4-(7-amino-3-cyclopentyl-4-oxo-4,5-dihydro-1H-pyrazolo[3,4-d]pyridazin-1-yl)benzyl)-2-methoxybenzamide NC1=NNC(C2=C1N(N=C2C2CCCC2)C2=CC=C(CNC(C1=C(C=CC=C1)OC)=O)C=C2)=O